bis-{N-methyl-(2,2,6,6-tetramethyl-piperidyl)} sebacate C(CCCCCCCCC(=O)OC1C(N(C(CC1)(C)C)C)(C)C)(=O)OC1C(N(C(CC1)(C)C)C)(C)C